(2-fluorophenyl)cyclopropanecarbonitrile FC1=C(C=CC=C1)C1(CC1)C#N